C[Si](OCCOCCOCCO)(C(C)(C)C)C 10,10,11,11-tetramethyl-3,6,9-trioxa-10-siladodecan-1-ol